5,12-bis(1,1'-biphenyl-4-yl)6,11-diphenyltetracene C1(=CC=C(C=C1)C1=C2C=CC=CC2=C(C2=C(C3=CC=CC=C3C(=C12)C1=CC=CC=C1)C1=CC=CC=C1)C1=CC=C(C=C1)C1=CC=CC=C1)C1=CC=CC=C1